ClC1=CC(=CC2=C1N=C(S2)C=2C=C(C=C1C=NC(=NC21)OC(F)F)C)OC 4-chloro-2-(2-(difluoromethoxy)-6-methylquinazolin-8-yl)-6-methoxybenzothiazole